C(C)(C)(C)OC(=O)C1=CC(=NC(=C1)NN)Cl chloro-6-hydrazinopyridine-4-carboxylic acid tert-butyl ester